3-[(6-cyclopropylpyrazin-2-yl)ethynyl]-N-[(1S,2S)-2-hydroxycyclohexyl]-4-methylbenzamide C1(CC1)C1=CN=CC(=N1)C#CC=1C=C(C(=O)N[C@@H]2[C@H](CCCC2)O)C=CC1C